C(C)(=O)NC(C(=O)NC1=CC=C2C(=C1)NC(C21CCOCC1)=O)C1CCCCCCC1 2-acetamido-2-cyclooctyl-N-(2-oxospiro[indoline-3,4'-tetrahydropyran]-6-yl)acetamide